(R)-4-(3-(3-Aminopiperidin-1-carbonyl)-1-phenyl-1H-pyrazol-5-yl)benzonitril N[C@H]1CN(CCC1)C(=O)C1=NN(C(=C1)C1=CC=C(C#N)C=C1)C1=CC=CC=C1